3-(4-methyl-3-(trifluoromethyl)phenyl)propanoate CC1=C(C=C(C=C1)CCC(=O)[O-])C(F)(F)F